C1(=CC=C(C=C1)C[C@H](C[C@H](C(=O)OCC)C)NC(CCC(=O)N[C@@H](C)C(=O)O)=O)C1=CC=CC=C1 (4-(((2S,4R)-1-([1,1'-biphenyl]-4-yl)-5-ethoxy-4-methyl-5-oxopentan-2-yl)amino)-4-oxobutanoyl)-L-alanine